C1(CC1)C1=CSC2=C1OCC(C2)NC(OC(C)(C)C)=O.[C].[Nb].[U] uranium-niobium carbon tert-butyl N-(3-cyclopropyl-6,7-dihydro-5H-thieno[3,2-b]pyran-6-yl)carbamate